(R)-N-(4-((7-chloro-1-methyl-2-((2-(tetrahydrofuran-3-yl)-6-(trifluoromethyl)pyridin-4-yl)amino)-1H-imidazo[4,5-b]pyridin-6-yl)oxy)pyridin-2-yl)acetamide ClC1=C2C(=NC=C1OC1=CC(=NC=C1)NC(C)=O)N=C(N2C)NC2=CC(=NC(=C2)C(F)(F)F)[C@@H]2COCC2